tridecenoic acid CCCCCCCCCCC=CC(=O)O